[Ag].OO Hydrogen peroxide silver